C(C1=CC=CC=C1)OC1=C(C(=NC=C1)Cl)C=O 4-(benzyloxy)-2-chloropyridine-3-carbaldehyde